FC1=C(C(C#N)=C(C(=C1C([2H])([2H])O)[2H])[2H])[2H] 3-fluoro-4-(hydroxymethyl-d2)benzonitrile-2,5,6-d3